C(C)(C)(C)OC(=O)N1C[C@@H](CCC1)N(C)C(=O)OCC1=CC=CC=C1 |r| (RS)-3-(((benzyloxy)carbonyl)(methyl)amino)piperidine-1-carboxylic acid tert-butyl ester